methyl 3-amino-6-(tetrahydro-2H-pyran-4-yl)benzo[b]thiophene-2-carboxylate NC=1C2=C(SC1C(=O)OC)C=C(C=C2)C2CCOCC2